OCC1CC(C1)O (1S,3s)-3-(hydroxymethyl)cyclobutanol